3-(5-(dimethylamino)-6-methoxy-1-oxoisoindolin-2-yl)piperidine-2,6-dione CN(C=1C=C2CN(C(C2=CC1OC)=O)C1C(NC(CC1)=O)=O)C